3-(7-ethoxy-6-methoxy-1-oxoisoindolin-2-yl)piperidine-2,6-dione C(C)OC=1C(=CC=C2CN(C(C12)=O)C1C(NC(CC1)=O)=O)OC